(E)-2,6-difluoro-N-(2-methoxy-5-(4-(4-(4-oxopent-2-enoyl)piperazin-1-yl)pyrido[3,2-d]pyrimidin-6-yl)pyridin-3-yl)benzenesulfonamide (1-isobutyl-1-methyl-pentyl)acetate C(C(C)C)C(CCCC)(C)OC(C)=O.FC1=C(C(=CC=C1)F)S(=O)(=O)NC=1C(=NC=C(C1)C=1C=CC=2N=CN=C(C2N1)N1CCN(CC1)C(\C=C\C(C)=O)=O)OC